(1S,3aR,7aS)-N-((S)-1-amino-1-oxo-3-((S)-2-oxopiperidin-3-yl)propan-2-yl)-2-(7-chloro-1H-indole-2-carbonyl)octahydro-1H-isoindole-1-carboxamide NC([C@H](C[C@H]1C(NCCC1)=O)NC(=O)[C@H]1N(C[C@@H]2CCCC[C@H]12)C(=O)C=1NC2=C(C=CC=C2C1)Cl)=O